N-(2,6-dimethylpyrimidin-4-yl)-5-[5-(2,2-dimethyltetrahydropyran-4-yl)oxy-2-methyl-4-pyridyl]pyrazolo[1,5-a]pyridin-2-amine CC1=NC(=CC(=N1)NC1=NN2C(C=C(C=C2)C2=CC(=NC=C2OC2CC(OCC2)(C)C)C)=C1)C